C(C)(C)N1CCN(CC1)CC1=CC=C2C(=N1)SC(=C2)C(=O)N 6-((4-isopropylpiperazin-1-yl)methyl)thieno[2,3-b]pyridine-2-carboxamide